NC1=NC=CC(=C1)C1=CC(NC(=C1)C1=C(C=CC=C1)Cl)=O 4-(2-Amino-4-pyridyl)-6-(2-chlorophenyl)-1H-pyridin-2-one